tert-Butyl 9'-((2-chloro-4-phenoxyphenyl)(hydroxy)methyl)-4'-methyl-3'-oxo-1',3',4',7'-tetrahydrospiro[pyrrolidine-3,2'-pyrrolo[3',2':5,6]pyrido[3,4-b]pyrazine]-1-carboxylate ClC1=C(C=CC(=C1)OC1=CC=CC=C1)C(C1=CNC2=C1C1=C(N(C(C3(N1)CN(CC3)C(=O)OC(C)(C)C)=O)C)C=N2)O